2-(4-(6-((5-chloropyrazin-2-yl)methoxy)pyridin-2-yl)-2,5-difluorobenzyl)-1-(4,4-dimethyltetrahydrofuran-3-yl)-1H-benzo[d]imidazole-6-carboxylic acid ClC=1N=CC(=NC1)COC1=CC=CC(=N1)C1=CC(=C(CC2=NC3=C(N2C2COCC2(C)C)C=C(C=C3)C(=O)O)C=C1F)F